N1[C@@H](C[C@@H](O)C1)C(=O)[NH-] hydroxyprolyl-amide